C1(=CC=CC=C1)COC([C@@H](NC(C)=O)CC1=CC=CC=C1)=O N-acetyl-L-phenylalanine phenyl-methyl ester